C(=C)C1=CC(=C(C(=C1N)N)N)C=C divinylbenzenetriamine